N-{[2-(3-ethoxy-6-methylpyridine-2-carbonyl)-4-methyl-2-azabicyclo[3.1.1]hept-3-yl]methyl}-6-fluoro-1,3-benzothiazol-2-amine C(C)OC=1C(=NC(=CC1)C)C(=O)N1C2CC(C(C1CNC=1SC3=C(N1)C=CC(=C3)F)C)C2